2-cyano-N-(5-(4-methylbenzyl)-1,3,4-thiadiazol-2-yl)acetamide C(#N)CC(=O)NC=1SC(=NN1)CC1=CC=C(C=C1)C